2-((octanoyloxy)methyl)piperazine-1-carboxylate C(CCCCCCC)(=O)OCC1N(CCNC1)C(=O)[O-]